NC1=C(C=C(C=C1)N)C 1,4-diamino-2-methyl-benzene